ClC1=CC=C(C=C1)C(C=1N=CNC1)NC1=CC=C(C=C1)OC ((4-chlorophenyl)(1H-imidazol-4-yl)methyl)-4-methoxyaniline